ClCC(=O)N(C)C[C@@H](CO)O 2-chloro-N-[(2S)-2,3-dihydroxypropyl]-N-methylacetamide